di(undecyl) carbonate C(OCCCCCCCCCCC)(OCCCCCCCCCCC)=O